(((9H-Fluoren-9-yl)methoxy)carbonyl)amino-3-((2-(undecanoyloxy)ethyl)thio)propanoic acid C1=CC=CC=2C3=CC=CC=C3C(C12)COC(=O)NC(C(=O)O)CSCCOC(CCCCCCCCCC)=O